6-bromo-7-methoxy-[1,2,4]triazolo[4,3-a]pyridine BrC=1C(=CC=2N(C1)C=NN2)OC